CC1CCC(N(C1)C(=C)C1=CC=CC=C1)=O 5-methyl-1-(1-phenylvinyl)piperidin-2-one